C(C)SSCCN1N=CC2=CC(=CC=C12)N ((ethyl)dithio)ethyl-5-amino-1H-indazole